NC1CCCCC1 trans-(1R,2R)-2-aminocyclohexane